4-bromo-6-(hydroxymethyl)nicotinic acid methyl ester COC(C1=CN=C(C=C1Br)CO)=O